9,9',9'',9'''-(3,6-bis(6-phenylpyridin-2-yl)benzene-1,2,4,5-tetrayl)tetrakis(9H-carbazole) C1(=CC=CC=C1)C1=CC=CC(=N1)C=1C(=C(C(=C(C1N1C2=CC=CC=C2C=2C=CC=CC12)N1C2=CC=CC=C2C=2C=CC=CC12)C1=NC(=CC=C1)C1=CC=CC=C1)N1C2=CC=CC=C2C=2C=CC=CC12)N1C2=CC=CC=C2C=2C=CC=CC12